1-azaspiro[3.3]heptane hydrochloride Cl.N1CCC12CCC2